C(#N)C=1C(=NN2C1N=CC=C2C(=O)NC2CC1=CC=CC=C1C2)COC 3-cyano-N-indan-2-yl-2-(methoxymethyl)pyrazolo[1,5-a]pyrimidine-7-carboxamide